C(C)(C)(C)C1=CC=C(C=C1)C1=CC=C(C=C1)[SH2+] 4-(4-t-butylphenyl)phenylsulfonium